3-bromo-5-((3,5-dichloro-phenylimino)meth-yl)phenyl isobutyrate C(C(C)C)(=O)OC1=CC(=CC(=C1)C=NC1=CC(=CC(=C1)Cl)Cl)Br